ClC1=CC=C(C(=N1)C1=C(C=NC=C1)F)NC(C)C=1C=2C3=C(N(C(C2C=C(C1)C)=O)C)N(N=C3)CC3N(CCCC3)C(=O)NCC ((9-(1-((6-chloro-3'-fluoro-[2,4'-bipyridyl]-3-yl)amino)ethyl)-4,7-dimethyl-5-oxo-4,5-dihydro-3H-pyrazolo[3,4-c]isoquinolin-3-yl)methyl)-N-ethylpiperidine-1-carboxamide